C[C@@H]1N(CC(C1)=O)C(=O)OC(C)(C)C tert-butyl (2S)-2-methyl-4-oxo-pyrrolidine-1-carboxylate